Tert-butyl (6-((2,3-dihydro-1H-inden-2-yl)carbamoyl)-4-((4-fluoro-2-methoxyphenyl)-amino)pyridin-2-yl)carbamate C1C(CC2=CC=CC=C12)NC(=O)C1=CC(=CC(=N1)NC(OC(C)(C)C)=O)NC1=C(C=C(C=C1)F)OC